OC(CC(=O)OCC1=CC=CC=C1)(C)C1=NC=CC=C1 Benzyl 3-hydroxy-3-(pyridin-2-yl)butanoate